IC=1C(=NC2=CC=CC=C2C1)S(=O)(=O)O iodo-quinoline-sulphonic acid